NC1=C2C(=NC=N1)N(N=C2C)C(C)C2=NN(C1=CC(=CC=C21)Cl)C=2C=C(C#N)C=CC2 3-(3-(1-(4-amino-3-methyl-1H-pyrazolo[3,4-d]pyrimidin-1-yl)ethyl)-6-chloro-1H-indazol-1-yl)benzonitrile